1-octadecyl-2-(4Z,7Z,10Z,13Z,16Z,19Z-docosahexaenoyl)-glycero-3-phospho-(1'-sn-glycerol) CCCCCCCCCCCCCCCCCCOC[C@H](COP(=O)(O)OC[C@H](CO)O)OC(=O)CC/C=C\C/C=C\C/C=C\C/C=C\C/C=C\C/C=C\CC